R-p-methoxyphenylacetamide COC1=CC=C(C=C1)CC(=O)N